COC=1C=C(C=CC1OC1CCNCC1)C1=CN(C(C2=CN=CC=C12)=O)C 4-(3-methoxy-4-(piperidin-4-yloxy)phenyl)-2-methyl-2,7-naphthyridin-1(2H)-one